C(C)N1N=CC(=C1)CC=1C=C(C=CC1OC1=CC=CC=C1)N1C(N(C(NC1=O)=O)C1=CC=CC=C1)=O 1-{3-[(1-Ethyl-1H-pyrazol-4-yl)methyl]-4-phenoxyphenyl}-3-phenyl-1,3,5-triazin-2,4,6-trione